NC(C)C=1C=C(CN2C(C=3N(C4=C(C3C=N2)SC(=N4)C)C)=O)C=CC1 6-[3-(1-Amino-ethyl)-benzyl]-2,8-dimethyl-6,8-dihydro-3-thia-1,5,6,8-tetraaza-cyclopenta[a]inden-7-one